methyl (1S,3S)-3-((6-(5-fluoro-3-formylthiophen-2-yl)-2-methylpyridin-3-yl)oxy)cyclohexane-1-carboxylate FC1=CC(=C(S1)C1=CC=C(C(=N1)C)O[C@@H]1C[C@H](CCC1)C(=O)OC)C=O